C[O-].[Na+].C(C1=CC=CC=C1)N1N=NC(=C1)C1=CC=C(C(=O)NC(C(=O)NO)[C@@H](C)O)C=C1 4-(1-benzyl-1H-1,2,3-triazol-4-yl)-N-((3R)-3-hydroxy-1-(hydroxyamino)-1-oxobutan-2-yl)benzamide Sodium methoxide